methyl N-[5-[6-[(4-fluoro-3-methoxy-benzoyl)-methyl-amino]-8-methyl-imidazo[1,2-a]pyridin-3-yl]-2-pyridyl]carbamate FC1=C(C=C(C(=O)N(C=2C=C(C=3N(C2)C(=CN3)C=3C=CC(=NC3)NC(OC)=O)C)C)C=C1)OC